7-[4-[cis-5-methyl-2,3,3a,4,6,6a-hexahydropyrrolo[2,3-c]pyrrol-1-yl]-5,6-difluoro-8-(methylamino)-9H-pyrido[2,3-b]indol-3-yl]-1-cyclopropyl-4-oxo-quinolizine-3-carboxylic acid CN1C[C@@H]2[C@H](C1)CCN2C2=C(C=NC=1NC3=C(C=C(C(=C3C12)F)F)NC)C1=CN2C(C(=CC(=C2C=C1)C1CC1)C(=O)O)=O